4-(bromomethyl)-3-(2-fluoro-3-((N-methylsulfamoyl) amino) benzyl)-2-oxo-2H-chromen-7-yl dimethylcarbamate CN(C(OC1=CC=C2C(=C(C(OC2=C1)=O)CC1=C(C(=CC=C1)NS(NC)(=O)=O)F)CBr)=O)C